COC1=CC2=CC3=C(C(OC3)=O)C(=C2C=C1OC)C=1C=NC(=CC1)N(C1=CC=CC=C1)C 6,7-dimethoxy-9-(6-(methyl(phenyl)amino)pyridin-3-yl)naphtho[2,3-c]furan-1(3H)-one